1-(2,2',6-trifluoro[1,1'-biphenyl]-4-yl)-1,5,6,7-tetrahydro-4H-benzo[d][1,2,3]triazol-4-one FC1=C(C(=CC(=C1)N1N=NC2=C1CCCC2=O)F)C2=C(C=CC=C2)F